(R/S)-1-(oxetan-2-ylmethyl)-6-[3-(trifluoromethyl)phenyl]-3H-imidazo[4,5-b]pyridin-2-one O1[C@H](CC1)CN1C(NC2=NC=C(C=C21)C2=CC(=CC=C2)C(F)(F)F)=O |r|